C1(=CC=CC2=CC(=CC=C12)OCC1OC1)OCC1OC1 2,2'-[1,6-Naphthalenediylbis(oxymethylene)]dioxirane